ethyl 3-bromo-2,2-difluoropropanoate BrCC(C(=O)OCC)(F)F